5-(4-morpholino-6-thiomorpholino-1,3,5-triazin-2-yl)-4-(trifluoromethyl)pyridin-2-amine O1CCN(CC1)C1=NC(=NC(=N1)N1CCSCC1)C=1C(=CC(=NC1)N)C(F)(F)F